CN1C=CC2=CC(=CC=C12)C#N 1-methyl-indole-5-carbonitrile